2-(5,5'-Difluoro-6'-methyl-[3,4'-bipyridin]-2'-yl)-5-(5-fluoropyridin-2-yl)-1,3,4-oxadiazole FC=1C=C(C=NC1)C1=CC(=NC(=C1F)C)C=1OC(=NN1)C1=NC=C(C=C1)F